ClC1=C(CC(C(=O)N)(C)C)C=CC(=C1C=1NC(C=C(N1)C=1C=NC(=CC1)OCCOC(C)C)=O)F (2-chloro-4-fluoro-3-{4-[6-(2-isopropoxyethoxy)pyridin-3-yl]-6-oxo-1,6-dihydropyrimidin-2-yl}benzyl)isobutyramide